(R)-N-((S)-9-(4-chlorobenzenesulfonyl)-2,3,4,9-tetrahydro-1H-carbazol-4-yl)-2-methylpropan-2-sulfinamide ClC1=CC=C(C=C1)S(=O)(=O)N1C2=CC=CC=C2C=2[C@H](CCCC12)N[S@](=O)C(C)(C)C